ClC1=NC=CC2=C1C(=CN2CC(=O)OCC)C2=NC(=NC(=C2F)OC2CCC(CC2)C(F)(F)F)C Ethyl 2-[4-chloro-3-(5-fluoro-2-methyl-6-{[(1r,4r)-4-(trifluoromethyl)-cyclohexyl]oxy}pyrimidin-4-yl)-1H-pyrrolo[3,2-c]pyridin-1-yl]acetate